ClCC(=O)C1=C(C=C(C=C1)F)F 2-chloro-1-(2,4-difluorophenyl)-ethanone